COCC1(C(NCC1)=O)CNC1=NC=C(C=2N=CN(C(C21)=O)C)C2=CC=C(C=C2)C(F)(F)F 5-(((3-(methoxymethyl)-2-oxopyrrolidin-3-yl)methyl)amino)-3-methyl-8-(4-(trifluoromethyl)phenyl)pyrido[4,3-d]pyrimidin-4(3H)-one